7-(2-((2,3-dimethylphenyl)amino)-5-methylpyridin-4-yl)-2-(5-fluoro-2-(hydroxymethyl)benzyl)-3,4-dihydropyrrolo[1,2-a]pyrazin-1(2H)-one CC1=C(C=CC=C1C)NC1=NC=C(C(=C1)C=1C=C2N(CCN(C2=O)CC2=C(C=CC(=C2)F)CO)C1)C